sodium sulfate zinc [Zn+2].S(=O)(=O)([O-])[O-].[Na+]